benzyl (2R)-2-[(4-tert-butylphenyl)-[2-morpholino-2-oxo-1-(3-pyridyl)ethyl]carbamoyl]pyrrolidine-1-carboxylate C(C)(C)(C)C1=CC=C(C=C1)N(C(=O)[C@@H]1N(CCC1)C(=O)OCC1=CC=CC=C1)C(C(=O)N1CCOCC1)C=1C=NC=CC1